(R)-5-(5-(5-chloro-1-methyl-2-oxo-1,2-dihydropyridin-3-yl)-6-(4-chlorophenyl)-1-isopropyl-4-oxo-1,4,5,6-tetrahydropyrrolo[3,4-d]imidazol-2-yl)-6-methoxynicotinic acid ClC=1C=C(C(N(C1)C)=O)N1[C@@H](C=2N(C(=NC2C1=O)C=1C(=NC=C(C(=O)O)C1)OC)C(C)C)C1=CC=C(C=C1)Cl